ClC=1C(=NC(=NC1)C)C1(CC1)C(=O)N[C@H](C(=O)O)CCN(CCCCC1=NC=2NCCCC2C=C1)C[C@@H](CF)OC (S)-2-(1-(5-chloro-2-methylpyrimidin-4-yl)cyclopropane-1-carboxamido)-4-(((S)-3-fluoro-2-methoxypropyl)(4-(5,6,7,8-tetrahydro-1,8-naphthyridin-2-yl)butyl)amino)butanoic acid